NC1=NC2=CC=C(C=C2C=C1C)C(=O)N(CC1=NC=C(C=C1)C(F)(F)F)[C@H](C)C1=NC(=CC=C1)F 2-amino-N-((1R)-1-(6-fluoro-2-pyridinyl)ethyl)-3-methyl-N-((5-(trifluoromethyl)-2-pyridinyl)methyl)-6-quinolinecarboxamide